3,7-dimethyl-1-((5-methyl-2-(1,1,1-trifluoro-2-hydroxypropan-2-yl)thiazol-4-yl)methyl)-1H-purine-2,6(3H,7H)-dione CN1C(N(C(C=2N(C=NC12)C)=O)CC=1N=C(SC1C)C(C(F)(F)F)(C)O)=O